tri(iso-propyl)bismuth C(C)(C)[Bi](C(C)C)C(C)C